O1C(CCCCCCCCC\C=C\CCC1)=O (12E)-Oxacyclohexadec-12-en-2-on